4-[(1S)-1-[[1-[2-(3-Chlorophenoxy)ethylamino]cyclohexanecarbonyl]amino]ethyl]benzoic acid, hydrochloride Cl.ClC=1C=C(OCCNC2(CCCCC2)C(=O)N[C@@H](C)C2=CC=C(C(=O)O)C=C2)C=CC1